6-amino-7-(2-chloro-4-fluorophenyl)-7-hydroxy-1,2,4,7,8,9-hexahydro[1,3]oxazino[4,5-e]isoindole-2,9-dione NC=1C=C2C(=C3C(NC(C13)(O)C1=C(C=C(C=C1)F)Cl)=O)NC(OC2)=O